5-vinyl-4H-isoxazole-5-CarboXyamide C(=C)C1(CC=NO1)CC(=O)N